(S)-N-((1r,3S)-1-(5-bromopyrimidin-2-yl)-3-(((tert-butyldimethylsilyl)oxy)methyl)-3-methylcyclobutyl)-2-methylpropan-2-sulfinamide BrC=1C=NC(=NC1)C1(CC(C1)(C)CO[Si](C)(C)C(C)(C)C)N[S@@](=O)C(C)(C)C